bis(4-methoxybenzyl)-[1,2,4]triazolo[1,5-c]pyrimidine-2,5-diamine COC1=CC=C(CC=2C=3N(C(=NC2CC2=CC=C(C=C2)OC)N)N=C(N3)N)C=C1